(3R)-7-(Cyclopropylmethoxy)-6-[(1-naphthyl)methyl]-4-oxo-1-thia-3a-aza-3-indancarboxylic acid C1(CC1)COC=1C(=CC(N2[C@@H](CSC12)C(=O)O)=O)CC1=CC=CC2=CC=CC=C12